FC(OC1=C(C=C(C=C1)F)C(C(=O)NC1=C2CC[C@@H](N(C2=CC=C1N[C@H]1C[C@@H](CCC1)C(=O)OC)C(=O)OC)C)O)F methyl (2S)-5-[2-[2-(difluoromethoxy)-5-fluorophenyl]-2-hydroxyacetamido]-6-[[(1R,3R)-3-(methoxycarbonyl)cyclohexyl] amino]-2-methyl-1,2,3,4-tetrahydroquinoline-1-carboxylate